N-(2,2-difluoroethyl)-5-(6-(difluoromethoxy)-1H-pyrrolo[2,3-b]pyridin-3-yl)pyrazolo[1,5-a]pyridine-3-carboxamide FC(CNC(=O)C=1C=NN2C1C=C(C=C2)C2=CNC1=NC(=CC=C12)OC(F)F)F